ethyl 1H-pyrazole-3-carboxylate N1N=C(C=C1)C(=O)OCC